N-(1-(tert-butyl)-5-fluoro-1H-pyrazol-4-yl)-2-fluoro-4-methyl-5-(2-methyl-8-morpholinoimidazo[1,2-a]pyridin-6-yl)benzamide C(C)(C)(C)N1N=CC(=C1F)NC(C1=C(C=C(C(=C1)C=1C=C(C=2N(C1)C=C(N2)C)N2CCOCC2)C)F)=O